FC1(CCC(CC1)[C@@H](C=1N=C2N(N=C(C=C2)C[C@@H]2C(NCCC2)=O)C1)NC(OCC1=CC=CC=C1)=O)F Benzyl ((S)-(4,4-difluorocyclohexyl)(6-(((R)-2-oxopiperidin-3-yl)methyl)imidazo[1,2-b]pyridazin-2-yl)methyl)carbamate